FC=1C=C2CN(C3(C2=CC1COC)CCC1(CC3)OCCO1)C[C@H](COCC1=CC=C(C=C1)OC)C 5''-fluoro-6''-(methoxymethyl)-2''-{(2R)-3-[(4-methoxyphenyl)methoxy]-2-methylpropyl}-2'',3''-dihydrodispiro[[1,3]dioxolane-2,1'-cyclohexane-4',1''-isoindole]